CC1=C(C=CC=C1)/C=C/CC (E)-4-(2-methylphenyl)but-3-ene